ClC1=C(C(=CC=C1Cl)O)[C@@H]1C[C@H]2N(C(CN(C2)C([C@@H](CO)C)=O)=O)CC1 (8S,9aR)-8-(2,3-dichloro-6-hydroxyphenyl)-2-((R)-3-hydroxy-2-methylpropanoyl)octahydro-4H-pyrido[1,2-a]pyrazin-4-one